[2',6'-dimethoxy-3'-(xylyl)-biphenyl-2-yl]-diphenylphosphine COC1=C(C(=CC=C1C1=C(C(=CC=C1)C)C)OC)C1=C(C=CC=C1)P(C1=CC=CC=C1)C1=CC=CC=C1